FC=1C=C(NC2=CC=C(C(=N2)C(=O)NC(C(C)(C)C)(C)C)OC)C=C(C1)F 6-(3,5-difluoroanilino)-3-methoxy-N-(1,1,2,2-tetramethylpropyl)pyridine-2-carboxamide